hexacosyl docos-13-enoate C(CCCCCCCCCCCC=CCCCCCCCC)(=O)OCCCCCCCCCCCCCCCCCCCCCCCCCC